4-(1,2,3,6-tetrahydro-pyridin-4-yl)-thiophene-2-carboxylic acid (4-aminomethyl-phenyl)-amide hydrochloride Cl.NCC1=CC=C(C=C1)NC(=O)C=1SC=C(C1)C=1CCNCC1